C(C)(C)(C)OC(=O)NC12CC(C1)(C2)C(=O)OC Methyl 3-(tert-butoxycarbonylamino)bicyclo[1.1.1]pentane-1-carboxylate